styryl-di-(2-methoxyethoxy)aminosilane C(=CC1=CC=CC=C1)[SiH2]N(OCCOC)OCCOC